C(C)OC(=O)C=1SC2=C(C1)C=C(C=C2)C=P(=O)OOC#N 5-[cyano(dioxyphosphoryl)methyl]-1-benzothiophene-2-carboxylic acid ethyl ester